6-((2-Fluoro-6-(pyrrolidin-1-ylmethyl)benzyl)amino)-2-methyl-N-(thiazol-4-yl)pyridine-3-sulfonamide FC1=C(CNC2=CC=C(C(=N2)C)S(=O)(=O)NC=2N=CSC2)C(=CC=C1)CN1CCCC1